OC12CC3(CC(CC(C1)C3)C2)NC2=N\C(\C(N2C)=O)=C/C2=CC3=C(N=CN3C)C=C2 (5Z)-2-[(3-Hydroxy-1-adamantyl)amino]-3-methyl-5-[(3-methylbenzimidazol-5-yl)methylene]imidazol-4-one